F[C@@H]1CN(C[C@H]1F)C(=O)C=1C=C(C=CC1)NC1=NC=C(C(=N1)NCC=1C(=NC=CC1)N(S(=O)(=O)C)C)C(F)(F)F N-{3-[({2-[(3-{[(3R,4R)-3,4-difluoropyrrolidin-1-yl]carbonyl}phenyl)amino]-5-(trifluoromethyl)pyrimidin-4-yl}amino)methyl]pyridin-2-yl}-N-methylmethane-sulfonamide